[Cl-].C(C(=C)C)(=O)NCC[N+]1=CC(=CC=C1)I 1-(2-methacryloylaminoethyl)-3-iodopyridinium chloride